ClC=1C=C2C(C(NC2=CC1)=O)=NN=C1SCC(N1C1=CC=C(C=C1)C)=O 5-chloro-3-(2-(3-(4-methylphenyl)-4-oxothiazolidine-2-ylidene)hydrazono)-1H-indol-2-one